methyl 2-(2-{[2-(7-{[(3-fluoropyridin-2-yl)methyl]amino}-[1,3]thiazolo[5,4-d]pyrimidin-2-yl)ethyl]amino}ethyl)-1H-1,3-benzodiazole-5-carboxylate FC=1C(=NC=CC1)CNC=1C2=C(N=CN1)SC(=N2)CCNCCC2=NC1=C(N2)C=CC(=C1)C(=O)OC